tert-butyl (1R,5S,6S)-6-({[3-(trifluoromethyl)pyridin-2-yl]oxy}methyl)-3-azabicyclo[3.1.0]hexane-3-carboxylate FC(C=1C(=NC=CC1)OCC1[C@H]2CN(C[C@@H]12)C(=O)OC(C)(C)C)(F)F